C1(CC1)CNC(=O)C1=NC(=CC=C1)N1CCN(CCC1)C1CCN(CC1)CCOC N-(Cyclopropylmethyl)-6-{4-[1-(2-methoxyethyl)piperidin-4-yl]-1,4-diazepan-1-yl}pyridine-2-carboxamide